N-(1-cyano-1-methyl-ethyl)-2-[[(1R)-1-(3,6-dimethyl-2-methylsulfanyl-4-oxo-quinazolin-8-yl)ethyl]amino]-5-fluoro-benzamide C(#N)C(C)(C)NC(C1=C(C=CC(=C1)F)N[C@H](C)C=1C=C(C=C2C(N(C(=NC12)SC)C)=O)C)=O